ClC(CC(CC(CC(CC(CCCC(OCCCCC)OC(CCCC(CC(CC(CC(CC(C)Cl)C)C)C)C)OCCCCC)C)C)C)C)C 12-chloro-4,6,8,10-tetramethyltridecylpentoxymethyl ether